BrC=1C=C(C(N(C1)C)=O)NC1=NN2C(CN(CC2)CC)=C1 5-Bromo-3-(5-ethyl-4,5,6,7-tetrahydropyrazolo[1,5-a]pyrazin-2-ylamino)-1-methylpyridin-2(1H)-one